2-(3-pyridinyl)ethanol N1=CC(=CC=C1)CCO